COC=1C=C(C=C(C1)OC)C1=CC=C(S1)C1=CC=C(S1)C(N)=N 5-[5-(3,5-Dimethoxyphenyl)thiophen-2-yl]thiophene-2-carboximidamide